rac-(3R,4S)-benzyl 6-oxa-3-azabicyclo[3.1.0]hexane-3-carboxylate C12CN(CC2O1)C(=O)OCC1=CC=CC=C1